sec-octyl xanthate O(C(=S)[S-])C(C)CCCCCC